N-[2-[(3S)-3,4-dimethylpiperazin-1-yl]-4-fluoro-5-(2-morpholin-4-ylpyrimidin-5-yl)phenyl]-6-oxo-4-(trifluoromethyl)-1H-pyridine-3-carboxamide C[C@H]1CN(CCN1C)C1=C(C=C(C(=C1)F)C=1C=NC(=NC1)N1CCOCC1)NC(=O)C1=CNC(C=C1C(F)(F)F)=O